N-(1-(1-(1-acetylpiperidin-4-yl)azetidin-3-yl)-3-(difluoromethyl)-1H-pyrazol-4-yl)-6-(1-(1-amino-2-methylpropan-2-yl)-1H-pyrazol-4-yl)-2-pyridineamide C(C)(=O)N1CCC(CC1)N1CC(C1)N1N=C(C(=C1)NC(=O)C1=NC(=CC=C1)C=1C=NN(C1)C(CN)(C)C)C(F)F